N-methyl-5-(methyl(1-((3-methyl-2-oxo-4-thioxo-1,2,3,4-tetrahydroquinazolin-7-yl)methyl)azetidin-3-yl)amino)picolinamide CNC(C1=NC=C(C=C1)N(C1CN(C1)CC1=CC=C2C(N(C(NC2=C1)=O)C)=S)C)=O